CC1=NC=CC=C1N1CCN(CC1)CC=1C=C2CN(C(C2=CC1)=O)C1C(NC(CC1)=O)=O 3-[5-[[4-(2-methyl-3-pyridyl)piperazin-1-yl]methyl]-1-oxo-isoindolin-2-yl]piperidine-2,6-dione